(E)-3-(4-fluorophenyl)acrylic acid FC1=CC=C(C=C1)/C=C/C(=O)O